C(C)(=O)SC1CN(C1)C(=O)OCC1=CC=CC=C1 Benzyl 3-(acetylthio)azetidine-1-carboxylate